CC1=C(C=CC(=C1)C)C1CC=2C=NN(C(C2CC1)=O)C1=NC=C(C=N1)NC(C)=O (+)-N-(2-(6-(2,4-dimethylphenyl)-1-oxo-5,6,7,8-tetrahydrophthalazin-2(1H)-yl)pyrimidin-5-yl)acetamide